The molecule is an organoammonium salt resulting from the formal reaction of butamben with 0.5 mol eq. of picric acid. It has a role as a local anaesthetic. It contains a picrate anion, a butamben and a butamben(1+). CCCCOC(=O)C1=CC=C(C=C1)N.CCCCOC(=O)C1=CC=C(C=C1)N.C1=C(C=C(C(=C1[N+](=O)[O-])O)[N+](=O)[O-])[N+](=O)[O-]